FC1=C(CN2C(C3=C(C(=C2)C(=O)OC)N=CN3C)=O)C=CC(=C1)C1=NN(C=C1)C Methyl 5-(2-fluoro-4-(1-methyl-1H-pyrazol-3-yl)benzyl)-3-methyl-4-oxo-4,5-dihydro-3H-imidazo[4,5-c]pyridine-7-carboxylate